CC=1C=C(C=CC1NC1=NNC(=C1)C1=CC=C(C=C1)C=1C=NC=CC1)O 3-methyl-4-((5-(4-(pyridin-3-yl)phenyl)-1H-pyrazol-3-yl)amino)phenol